N-(1H-benzimidazol-5-yl)cyclopropanecarboxamide N1C=NC2=C1C=CC(=C2)NC(=O)C2CC2